L-arginyl-glycyl-L-α-aspartyl-serine N[C@@H](CCCNC(N)=N)C(=O)NCC(=O)N[C@@H](CC(O)=O)C(=O)N[C@@H](CO)C(=O)O